6-(hydroxymethyl)-N-(4-hydroxyphenyl)-N-methylpyridine-2-carboxamide OCC1=CC=CC(=N1)C(=O)N(C)C1=CC=C(C=C1)O